OC1=C(C(=CC(=C1CN(C(OC1=CC=CC=C1)=O)C)CCCCC)O)C1C(CCC(=C1)C)C(=C)C phenyl ((2,6-dihydroxy-5'-methyl-4-pentyl-2'-(prop-1-en-2-yl)-1',2',3',4'-tetrahydro-[1,1'-biphenyl]-3-yl)methyl)(methyl)carbamate